1-tert-Butyl 8'-methyl 7'-(bromomethyl)spiro[azetidine-3,2'-chromene]-1,8'-dicarboxylate BrCC1=CC=C2C=CC3(OC2=C1C(=O)OC)CN(C3)C(=O)OC(C)(C)C